(E,Z)-2,13-octadecadien-1-ol acetate C(C)(=O)OC\C=C\CCCCCCCCC\C=C/CCCC